3-(azetidin-1-yl)-N-(2,2,2-trifluoro-1-(p-tolyl)ethyl)propanamide N1(CCC1)CCC(=O)NC(C(F)(F)F)C1=CC=C(C=C1)C